C(C(C)C)N1CCC(CC1)C1=C(N=C(S1)C1=NNC(=C1CC(F)(F)F)C=1C=C(C=2N(C1)N=CN2)OC)C 5-(1-isobutylpiperidin-4-yl)-2-(5-(8-methoxy-[1,2,4]triazolo[1,5-a]pyridin-6-yl)-4-(2,2,2-trifluoroethyl)-1H-pyrazol-3-yl)-4-methylthiazole